C(C)(C)(C)C1=CC=C(C=C1)NC=1C2=C(SC1)C=C1C(CCC(C1=C2)(C)C)(C)C N-(4-(tert-butyl)phenyl)-5,5,8,8-tetramethyl-5,6,7,8-tetrahydronaphtho[2,3-b]thiophen-3-amine